cobalt(III) hexaanimine chloride [Cl-].C(CCCCC)=N.[Co+3].[Cl-].[Cl-]